C1(=C(C=CC=C1)C=1C(=NN=NC1C1=CC=CC=C1)C1=CC=CC=C1)C=1C(=CC=CC1)C1=CC=CC=C1 (terphenylyl)(diphenyltriazine)